S(=S)(=O)(O)O.CC=CC methyl propylene thiosulfate